P(=O)([O-])([O-])[O-].C(C)C(CC(CCCCCCC[N+](CCCCCCCC)(CCCCCCCC)CCCCCCCC)CC(CCCC)CC)CCCC.C(C)C(CC(CCCCCCC[N+](CCCCCCCC)(CCCCCCCC)CCCCCCCC)CC(CCCC)CC)CCCC.C(C)C(CC(CCCCCCC[N+](CCCCCCCC)(CCCCCCCC)CCCCCCCC)CC(CCCC)CC)CCCC bis(2-ethylhexyl)-tetraoctylammonium phosphate